C(CC)[SiH2]C(O[Si](C)(C)C)O[Si](C)(C)C propyl-bis(trimethylsiloxy)methyl-silane